tert-butyl 4-(((7-(cyclobutylamino)-5-fluoro-4-oxo-3,4-dihydroquinazolin-2-yl) methyl)thio)piperidine-1-carboxylate C1(CCC1)NC1=CC(=C2C(NC(=NC2=C1)CSC1CCN(CC1)C(=O)OC(C)(C)C)=O)F